(R)-1-(4-((1-(3-(difluoromethyl)-2-fluorophenyl)ethyl)amino)-6-methoxy-2-methyl-quinazolin-7-yl)pyrrolidin-2-one FC(C=1C(=C(C=CC1)[C@@H](C)NC1=NC(=NC2=CC(=C(C=C12)OC)N1C(CCC1)=O)C)F)F